[N+](=O)([O-])CC(=O)OC(C)C isopropyl 2-nitroacetate